({[(2R,3S,4R,5R)-5-(2-chloro-4-{[(1S)-1-(3-fluorophenyl)ethyl]amino}-7H-pyrrolo[2,3-d]pyrimidin-7-yl)-3,4-dihydroxyoxolan-2-yl]methoxy}methyl)phosphonic acid ClC=1N=C(C2=C(N1)N(C=C2)[C@H]2[C@@H]([C@@H]([C@H](O2)COCP(O)(O)=O)O)O)N[C@@H](C)C2=CC(=CC=C2)F